[Cl-].C(#N)CC(CCN(C)C)O L-(-)-3-cyano-2-hydroxypropyl-trimethylamine chloride